(6-((3-(Tetrahydro-2H-pyran-4-yl)phenyl)amino)-1-((2-(trimethylsilyl)ethoxy)methyl)-1H-pyrrolo[3,2-c]pyridin-2-yl)picolinonitrile O1CCC(CC1)C=1C=C(C=CC1)NC1=CC2=C(C=N1)C=C(N2COCC[Si](C)(C)C)C=2C(=NC=CC2)C#N